C12CCCC(CCC1)B2 C9-borabicyclo[3.3.1]nonane